CC1CC2=C(CN1C(=O)[O-])C=NN2COCC[Si](C)(C)C 6-methyl-1-{[2-(trimethylsilyl)ethoxy]methyl}-1H,4H,5H,6H,7H-pyrazolo[4,3-c]pyridine-5-carboxylate